O=S1(CCN(CC1)C1=NC=2N(C=C1)N=CC2C(=O)OCC)=O ethyl 5-(1,1-dioxothiomorpholino)pyrazolo[1,5-a]pyrimidine-3-carboxylate